CN(C(C(C)(C1=CC=C(C=C1)CC=O)C)=O)C N,N,2-trimethyl-2-(4-(2-oxoethyl)phenyl)propanamide